4-((5-(4,4-difluoropiperidine-1-carbonyl)-3-methoxypyridin-2-yl)amino)benzonitrile FC1(CCN(CC1)C(=O)C=1C=C(C(=NC1)NC1=CC=C(C#N)C=C1)OC)F